N1,N1-dimethylpropane-1,2-diamine CC(CN(C)C)N